1-(tert-butyl) 2-methyl (2R,4R)-4-((tert-butyldiphenylsilyl)oxy)-2-methylpyrrolidine-1,2-dicarboxylate [Si](C1=CC=CC=C1)(C1=CC=CC=C1)(C(C)(C)C)O[C@@H]1C[C@@](N(C1)C(=O)OC(C)(C)C)(C(=O)OC)C